N-allyl-L-tyrosine C(C=C)N[C@@H](CC1=CC=C(C=C1)O)C(=O)O